3-methyl-tert-butyl-oxazoline CN1C(OC=C1)C(C)(C)C